COC(=O)C12OCC(CC1)(CC2)C(=O)O 1-(methoxycarbonyl)-2-oxabicyclo[2.2.2]octane-4-carboxylic acid